CN1N=C2C(=CC(=CC2=C1)C=1C=C2C=CC(=NC2=C(C1)F)C1CCN(CC1)C(=O)OC(C)(C)C)C tert-Butyl 4-[6-(2,7-dimethylindazol-5-yl)-8-fluoro-2-quinolyl]piperidine-1-carboxylate